CC1(CC1)N1N=NC(=C1)[C@H](C1=C2C=CC=NC2=CC=C1)NC=1C=C2C(=C(C=NC2=C(C1)C#N)C#N)NCC(C(F)(F)F)(C)C (S)-6-(((1-(1-methylcyclopropyl)-1H-1,2,3-triazol-4-yl)(quinolin-5-yl)methyl)amino)-4-((3,3,3-trifluoro-2,2-dimethylpropyl)amino)quinoline-3,8-dicarbonitrile